selenium-calcium [Ca].[Se]